O=C1C=CC2=C(N=C(N=C2)N[C@@H](C)C2=CC=C(C=C2)C2(CCOCC2)N2CCN(CC2)CC(C(=O)O)=C)N1C(C)C 2-{[4-(4-{4-[(1S)-1-{[7-oxo-8-(propan-2-yl)-7,8-dihydropyrido[2,3-d]pyrimidin-2-yl]amino}ethyl]phenyl}tetrahydro-2H-pyran-4-yl)piperazin-1-yl]methyl}prop-2-enoic acid